BrC=1SC(=C(N1)CBr)C=C 2-bromo-4-(bromomethyl)-5-vinylthiazole